2,5,6-triamino-4-hydroxypyrimidine sulfate S(=O)(=O)(O)O.NC1=NC(=C(C(=N1)O)N)N